1-[4-(trifluoromethyl)phenyl]-N-[[6-(trifluoromethyl)-3-pyridyl]methyl]methanamine FC(C1=CC=C(C=C1)CNCC=1C=NC(=CC1)C(F)(F)F)(F)F